CN1C[C@@H](CCC1)C1=CC=C(C=C1)B1OC(C(O1)(C)C)(C)C (S)-1-methyl-3-(4-(4,4,5,5-tetramethyl-1,3,2-dioxaborolan-2-yl)phenyl)piperidine